CC(=CCCC1=CCCCC1)C 4-(4-methyl-3-penten-1-yl)-3-cyclohexene